CN1C(CC(CC1(C)C)OC(=O)C(C(C(CC(=O)[O-])C(=O)[O-])C(=O)[O-])CCCCCCCCCCCCC)(C)C 1,2,2,6,6-pentamethyl-4-piperidyl-tridecyl-1,2,3,4-butanetetracarboxylate